P(=O)(OCC(CC=C)(CC=C)CC=C)([O-])[O-] triallylethyl phosphate